BrC1=CC=C2N=CC(=NC2=C1)N(C(=O)OC(C)(C)C)CC1=CC=C2C=CN(C2=C1)C(=O)OC(C)(C)C tert-butyl 6-{[(7-bromoquinoxalin-2-yl)(tert-butoxycarbonyl)amino]methyl}indole-1-carboxylate